O=C1C=C(N=C2N1C=CC=C2)C(=O)NCC=2N=C1N(C=C(C=C1)CN1CC(CC1)C1=CC=CC=C1)C2 4-oxo-N-({6-[(3-phenylpyrrolidin-1-yl)methyl]imidazo[1,2-a]pyridin-2-yl}methyl)-4H-pyrido[1,2-a]pyrimidine-2-carboxamide